(E)-N-(4-chlorophenyl)-4-((2-pyridineformylhydrazono)methyl)benzamide ClC1=CC=C(C=C1)NC(C1=CC=C(C=C1)/C=N/NC(=O)C1=NC=CC=C1)=O